COC(=O)C1=NC=C(C=C1OC=1C=C2C(=NC1)NC=C2)N2CCC1(CC(C1)=O)CC2 3-((1H-pyrrolo[2,3-b]pyridin-5-yl)oxy)-5-(2-oxo-7-azaspiro[3.5]Nonan-7-yl)pyridine-2-carboxylic acid methyl ester